C(C)(C)(C)OC(N[C@H](C(=O)NC1=C(C(=C(C=C1)Cl)Cl)C(=O)C1=NC=CC=C1F)C)=O N-[(1S)-2-[3,4-dichloro-2-(3-fluoropyridine-2-carbonyl)anilino]-1-methyl-2-oxo-ethyl]carbamic acid tert-butyl ester